1-[(5-chloro-1H-imidazol-4-yl)methyl]-4-(2,3,5-trifluorophenyl)pyrrolidin-2-one ClC1=C(N=CN1)CN1C(CC(C1)C1=C(C(=CC(=C1)F)F)F)=O